C(CCCCCCCCCCCCC)(=O)N[C@@H](CCC(=O)[O-])C(=O)[O-].COS(=O)(=O)[O-].C(CCCCCCCCCCCCC)C[N+](C)(C)CC.C(CCCCCCCCCCCCC)C[N+](CC)(C)C.C(CCCCCCCCCCCCC)C[N+](CC)(C)C myristyl-ethyl-trimethyl-ammonium methyl-sulfate myristoyl-glutamate